calcium-magnesium-titanium iron [Fe].[Ti].[Mg].[Ca]